3-((4-((4-Methylpiperazin-1-yl)methyl)benzyl)oxy)-2-nitrophenol CN1CCN(CC1)CC1=CC=C(COC=2C(=C(C=CC2)O)[N+](=O)[O-])C=C1